1-tridecanoyl-2-(11Z,14Z-eicosadienoyl)-glycero-3-phosphocholine CCCCCCCCCCCCC(=O)OC[C@H](COP(=O)([O-])OCC[N+](C)(C)C)OC(=O)CCCCCCCCC/C=C\C/C=C\CCCCC